1-tert-butyl-N-[3-[7-[((Z)-3-fluoro-1-methyl-4-piperidyl)amino]-3-(2,2,2-trifluoroethyl)benzothiophen-2-yl]prop-2-ynyl]pyrrole-3-carboxamide C(C)(C)(C)N1C=C(C=C1)C(=O)NCC#CC=1SC2=C(C1CC(F)(F)F)C=CC=C2NC2C(CN(CC2)C)F